1-methyl-5-pentyl-1H-pyrazol CN1N=CC=C1CCCCC